C(#N)C=1C=C(C=NC1)NC1CC=2C(=C(C=3C=C(N=CC3C2)C2CC2)S(=O)(=O)NCC(C)(C)F)C1 7-[(5-cyanopyridin-3-yl)amino]-3-cyclopropyl-N-(2-fluoro-2-methylpropyl)-7,8-dihydro-6H-cyclopenta[g]isoquinoline-5-sulfonamide